NC(COCCCCNC(OCC1=CC=CC=C1)=O)(C)C Benzyl (4-(2-amino-2-methylpropoxy)butyl)carbamate